2-{7-[(1s,3s)-3-hydroxy-3-methylcyclobutyl]-6,7-dihydro-5H-pyrrolo[2,3-c]pyridazin-3-yl}-3-methyl-5-(trifluoromethyl)phenol monohydrochloride Cl.OC1(CC(C1)N1CCC2=C1N=NC(=C2)C2=C(C=C(C=C2C)C(F)(F)F)O)C